3,3-bis(4-cyanophenyl)-2,4-dimethylhexane C(#N)C1=CC=C(C=C1)C(C(C)C)(C(CC)C)C1=CC=C(C=C1)C#N